tertiary butyl-aminoethanol methacrylate C(C(=C)C)(=O)OC(C)(N)C(C)(C)C